2-Amino-4-(bromomethyl)-6-(trifluoromethyl)pyrimidine-5-carboxylic acid ethyl ester C(C)OC(=O)C=1C(=NC(=NC1C(F)(F)F)N)CBr